(2S,4S)-2-isopropyltetrahydro-2H-pyran C(C)(C)[C@H]1OCCCC1